methyl (7-(((S)-1-hydroxyhexan-3-yl)amino)-1-(2-methoxy-4-(pyrrolidin-2-yl)benzyl)-1H-pyrazolo[4,3-d]pyrimidin-5-yl)carbamate OCC[C@H](CCC)NC=1C2=C(N=C(N1)NC(OC)=O)C=NN2CC2=C(C=C(C=C2)C2NCCC2)OC